NC(C)(C)C1=CC(=NC(=C1)C=1NC2=CC=CC=C2C1)OC1[C@@H]2CN(C[C@H]12)C(=O)C1=C(N=C(S1)C1=NC=CC=N1)C ((1R,5S,6s)-6-((4-(2-aminopropan-2-yl)-6-(1H-indol-2-yl)pyridin-2-yl)oxy)-3-azabicyclo[3.1.0]hexan-3-yl)(4-methyl-2-(pyrimidin-2-yl)thiazol-5-yl)methanone